FC1=CC=C(C=C1)N(C(=O)OCC1CCC(CC1)COCC(=O)O)C=1SC(=CC1)C 2-(((1r,4r)-4-(((4-fluoro-phenyl)(5-methylthiophen-2-yl)carbamoyl-oxy)methyl)cyclohexyl)methoxy)acetic acid